tert-butyl 3-((3-((1-(3-(5-formylthiophen-2-yl) phenyl) cyclopropyl) carbamoyl)-4-methylphenyl)amino)azetidine-1-carboxylate C(=O)C1=CC=C(S1)C=1C=C(C=CC1)C1(CC1)NC(=O)C=1C=C(C=CC1C)NC1CN(C1)C(=O)OC(C)(C)C